N(N)C1=CC=CN=N1 6-hydrazinopyridazin